3-O-(2-hydroxyisobutyl)-2-O-(2-hydroxybutyl)ascorbic acid OC(COC1=C(C(=O)O[C@@H]1[C@@H](O)CO)OCC(CC)O)(C)C